N-(6-(3-(5-Amino-1,3,4-thiadiazol-2-yl)piperidin-1-yl)pyridazin-3-yl)-2-phenylacetamide NC1=NN=C(S1)C1CN(CCC1)C1=CC=C(N=N1)NC(CC1=CC=CC=C1)=O